CS(=O)(=O)CCNC(=O)C1C(C2=CC=3C(C(C(C3C=C2C1=O)=O)C(=O)NCCS(=O)(=O)C)=O)=O N2,N6-bis(2-methanesulfonylethyl)-1,3,5,7-tetraoxo-1,2,3,5,6,7-hexahydro-s-indacene-2,6-dicarboxamide